1-(4-isopropyl-phenyl)ethylamine C(C)(C)C1=CC=C(C=C1)C(C)N